ClC1=CC(=C(COC2=CC=CC(=N2)C2CCN(CC2)CC2=NC3=C(N2C)C=C(C=C3OC[C@H]3OCC3)C(=O)O)C=C1)F (S)-2-((4-(6-((4-Chloro-2-fluorobenzyl)oxy)pyridin-2-yl)piperidin-1-yl)methyl)-1-methyl-4-(oxetan-2-ylmethoxy)-1H-benzo[d]imidazole-6-carboxylic acid